O=C1N(CCC1OC[C@H](C)NC(OC(C)(C)C)=O)C1CCN(CC1)C1=NC=C(N=C1)C(F)(F)F tert-butyl ((2S)-1-((2-oxo-1-(1-(5-(trifluoromethyl)pyrazin-2-yl)piperidin-4-yl)pyrrolidin-3-yl)oxy)propan-2-yl)carbamate